N1(CCOCC1)CCNC(=O)N1C=CC2=C1N=CN=C2OC2=CC=C(C=C2)NC(CC2=CC=C(C=C2)C(F)(F)F)=O N-(2-(morpholin-4-yl)ethyl)-4-(4-(2-(4-(trifluoromethyl)phenyl)acetamido)phenoxy)-7H-pyrrolo[2,3-D]pyrimidine-7-carboxamide